2-acetylamino-2,6-dideoxy-L-arabino-4-hexulose C(C)(=O)N[C@@H](CO)[C@@H](O)C(=O)[C@@H](O)C